CN(C(C(CC)(C)C)=O)C(C)C1=CC=CC=C1 N,2,2-trimethyl-N-(1-phenylethyl)butanamide